(E)-2-[2-(dimethylamino)-4-methyl-5-pyrimidinylcarbonylamino]-5,5-dimethyl-3-hexenoic acid CN(C1=NC=C(C(=N1)C)C(=O)NC(C(=O)O)\C=C\C(C)(C)C)C